N-(2,4-dimethoxybenzyl)-5-nitrobenzenesulfonamide COC1=C(CNS(=O)(=O)C2=CC=CC(=C2)[N+](=O)[O-])C=CC(=C1)OC